(+)-1-(1-phenylethyl)-2-mercaptoimidazole-5-carboxylic acid ethyl ester C(C)OC(=O)C1=CN=C(N1C(C)C1=CC=CC=C1)S